(1r,3s)-3-(cyanoamino)-N-(5-cyclohexyl-1,3-thiazol-2-yl)-1-methylcyclobutane-1-carboxamide C(#N)NC1CC(C1)(C(=O)NC=1SC(=CN1)C1CCCCC1)C